FC(C1=C(N(C=2C1=NC=CC2)CC2=CC(=CC=C2)C(F)(F)F)C(=O)NC=2C(=C(C(=O)O)C=CC2)CC)(F)F 3-(trifluoromethyl)-1-(3-(trifluoromethyl)benzyl)-1H-pyrrolo[3,2-b]pyridine-2-Carboxamido(ethyl)benzoic acid